BrC=1C=CC=2N(C1)N=CC2S(=O)(=O)NC=2C(=NC(=C(C2)F)C2COC2)OC 6-bromo-N-[5-fluoro-2-methoxy-6-(oxetan-3-yl)-3-pyridyl]pyrazolo[1,5-a]pyridine-3-sulfonamide